ClCCCCCCOCCOCCO 2-(2-((6-chlorohexyl)oxy)ethoxy)ethan-1-ol